N-((3r,5r)-1-benzyl-5-((tert-butyldimethylsilyl)oxy)piperidin-3-yl)-2-chloro-3-nitropyridin-4-amine C(C1=CC=CC=C1)N1C[C@@H](C[C@H](C1)O[Si](C)(C)C(C)(C)C)NC1=C(C(=NC=C1)Cl)[N+](=O)[O-]